6-((6-chloro-7-fluoro-2-methoxy-1-(1-methyl-1H-pyrazol-4-yl)-1H-indol-3-yl)thio)picolinic acid ClC1=CC=C2C(=C(N(C2=C1F)C=1C=NN(C1)C)OC)SC1=CC=CC(=N1)C(=O)O